C1(CC1)N1N=CC=C1C(=O)N[C@H](C(=O)NC1=NC(=C(C=C1)C=1C(=[N+](C=C(C1)C)[O-])C)F)C(C1CC1)C1CC1 2-cyclopropyl-N-[(1S)-1-(dicyclopropylmethyl)-2-[[5-(2,5-dimethyl-1-oxido-pyridin-1-ium-3-yl)-6-fluoro-2-pyridyl]amino]-2-oxo-ethyl]pyrazole-3-carboxamide